2-amino-5-nitro-1H-indole-3-carbonitrile NC=1NC2=CC=C(C=C2C1C#N)[N+](=O)[O-]